N[C@@H]1[C@@H](OCC12CCN(CC2)C2=C(N=C1C(=N2)N(N=C1C1=C(C2=C(N(N=C2C=C1)C)Cl)Cl)COCC[Si](C)(C)C)CO)C {6-[(3S,4S)-4-amino-3-methyl-2-oxa-8-azaspiro[4.5]decan-8-yl]-3-(3,4-dichloro-2-methyl-2H-indazol-5-yl)-1-{[2-(trimethylsilyl)ethoxy]methyl}-1H-pyrazolo[3,4-b]pyrazin-5-yl}methanol